C(C)C=1C=C2N=CC(=NC2=CC1CC)C 6,7-diethyl-2-methylquinoxaline